5-((4b-hydroxy-7-isopropyl-4-nitro-10-oxo-4b,10-dihydro-9bH-indeno[1,2-b]benzofuran-9b-yl)carbamoyl)-3,4-dimethyl-1H-pyrrole OC12OC3=C(C1(C(C1=CC=CC(=C12)[N+](=O)[O-])=O)NC(=O)C1=C(C(=CN1)C)C)C=CC(=C3)C(C)C